tert-Butyl (5-cyclopropylpiperidin-3-yl)carbamate C1(CC1)C1CC(CNC1)NC(OC(C)(C)C)=O